ClC1=C(C=C2C(=C(NC2=C1F)C1=NC(=NN1)C(C)F)C=1C=NNC1)OC 6-chloro-7-fluoro-2-(3-(1-fluoroethyl)-1H-1,2,4-triazol-5-yl)-5-methoxy-3-(1H-pyrazol-4-yl)-1H-indole